C1=CC=CC=2C3=CC(CC=C3C=CC12)=O phenanthrene-6(7H)-one